ClC=1C=C2C(N(C(=NC2=C(C1)[C@@H](C)NC1=C(C(=O)O)C=CC=C1)C1CCOCC1)C1CC1)=O 2-[[(1R)-1-(6-chloro-3-cyclopropyl-4-oxo-2-tetrahydropyran-4-yl-quinazolin-8-yl)ethyl]amino]benzoic acid